(E)-3-[6-benzyloxy-8-fluoro-7-(1,1,4-trioxo-1,2,5-thiadiazolidin-2-yl)-2-naphthyl]prop-2-enoic acid C(C1=CC=CC=C1)OC=1C=C2C=CC(=CC2=C(C1N1S(NC(C1)=O)(=O)=O)F)/C=C/C(=O)O